ClC1=C(C(=O)N2COC3=C(C2)C=CC=C3C3=CC(=C(C(=O)OC)C=C3F)N3C2COCC3CC2)C(=CC(=C1)N1CC2CCC(C1)N2)Cl methyl 4-[3-[2,6-dichloro-4-(3,8-diazabicyclo[3.2.1]octan-3-yl)benzoyl]-2,4-dihydro-1,3-benzoxazin-8-yl]-5-fluoro-2-(3-oxa-8-azabicyclo[3.2.1]octan-8-yl)benzoate